8-[(2S,5R)-4-(1-(4-fluorophenyl)cyclopropyl)-2,5-dimethylpiperazin-1-yl]-5-methyl-6-oxo-5,6-dihydro-1,5-naphthyridine-2-carbonitrile FC1=CC=C(C=C1)C1(CC1)N1C[C@@H](N(C[C@H]1C)C1=CC(N(C=2C=CC(=NC12)C#N)C)=O)C